(E)-4-((4'-chloro-3'-(trifluoromethyl)-[1,1'-biphenyl]-3-yl)methylene)-2-methyl-6-morpholino-1,2,3,4-tetrahydroacridine-9-carboxylic acid ClC1=C(C=C(C=C1)C1=CC(=CC=C1)\C=C\1/CC(CC2=C(C3=CC=C(C=C3N=C12)N1CCOCC1)C(=O)O)C)C(F)(F)F